(1R,3R,5R)-N-((R)-(4-chloro-2,5-difluorophenyl)(cyclopropyl)methyl)-2-((2-(trifluoromethyl)-4-pyridinyl)carbonyl)-2-azabicyclo[3.1.0]hexane-3-carboxamide ClC1=CC(=C(C=C1F)[C@H](NC(=O)[C@@H]1N([C@@H]2C[C@@H]2C1)C(=O)C1=CC(=NC=C1)C(F)(F)F)C1CC1)F